NC1=CC(=C2C=NN(C2=C1)C1OCCCC1)C=1N=NN(C1)CC1=CC=C2C=C(N(C2=C1)C(=O)OC(C)(C)C)CN(CC1CCC1)C(=O)OC(C)(C)C Tert-butyl 6-((4-(6-amino-1-(tetrahydro-2H-pyran-2-yl)-1H-indazol-4-yl)-1H-1,2,3-triazol-1-yl)methyl)-2-(((tert-butoxycarbonyl)(cyclobutylmethyl)amino)methyl)-1H-indole-1-carboxylate